C(CC1CO1)N1C(N(C(N(C1=O)CCC1CO1)=O)CCC1CO1)=O 1,3,5-tris(3,4-epoxybutyl)-1,3,5-triazine-2,4,6(1H,3H,5H)-trione